C1(=C(C=CC=C1)[Sn](CC)(CC)C1=C(C=CC=C1)C)C ditolyl-diethyl-tin